5-(4-((2-isopropyl-2,6-dihydropyrrolo[3,4-c]pyrazol-5(4H)-yl)methyl)phenyl)-N-(3-(piperidin-1-yl)propyl)thieno[3,2-b]pyridin-7-amine C(C)(C)N1N=C2C(=C1)CN(C2)CC2=CC=C(C=C2)C2=CC(=C1C(=N2)C=CS1)NCCCN1CCCCC1